(2R)-11-[[[(3S)-1-(6-amino-3-pyridyl)-3-piperidyl]-[(2-methoxy-4-pyridyl)methyl]amino]methyl]-6,7-difluoro-2-methyl-4-oxa-1-azatricyclo[7.3.1.05,13]trideca-5(13),6,8,11-tetraen-10-one NC1=CC=C(C=N1)N1C[C@H](CCC1)N(CC1=CC(=NC=C1)OC)CC=1C(C2=CC(=C(C=3OC[C@H](N(C1)C32)C)F)F)=O